C1(CC1)N1CCN(CC1)C1CCN(CC1)C1=C(C=C(C(=C1)OC)NC1=NC=NC(=C1)N1OCC[C@@H]1C=1C(=C(C=CC1)C1=CC(=CC=C1)F)F)NC(C=C)=O (R)-N-(2-(4-(4-cyclopropylpiperazin-1-yl)piperidin-1-yl)-5-((6-(3-(2,3'-difluoro-[1,1'-biphenyl]-3-yl)isoxazolidin-2-yl)pyrimidin-4-yl)amino)-4-methoxyphenyl)acrylamide